C(C)(C)[Si](C(C)C)(C(C)C)C#CC=1C=CC=C2C=CC=C(C12)C1=CC=C2C=NC=NC2=C1 7-(8-((triisopropylsilyl)ethynyl)naphthalen-1-yl)quinazoline